CC1(CCC(CC1)=CCC=O)C 3-(4,4-dimethylcyclohex-ylidene)propanal